COC1=CC=C(CN2CCS(C3=C(C2)C=CC=C3)(=O)=O)C=C1 4-(4-methoxybenzyl)-2,3,4,5-tetrahydrobenzo[f][1,4]thiazepine-1,1-Dioxide